2-METHOXYPHENOL COC1=C(C=CC=C1)O